N-({4-fluoro-6-[(3-methyl-5-isoxazolyl)methoxy]-2-indolyl}methyl)1-methylcyclopropanecarboxamide FC1=C2C=C(NC2=CC(=C1)OCC1=CC(=NO1)C)CNC(=O)C1(CC1)C